4-(p-tolyl)morpholine ethyl-3-(5-chloro-2-(2-((S)-1-methoxyethyl)pyridin-3-yl)-1H-pyrrolo[3,2-b]pyridin-3-yl)-2-methylpropanoate C(C)OC(C(CC1=C(NC=2C1=NC(=CC2)Cl)C=2C(=NC=CC2)[C@H](C)OC)C)=O.C2(=CC=C(C=C2)N2CCOCC2)C